NCC1=C(C=C(C=C1)Cl)NC(C(=O)NC(C(=O)NC1(NC2=CC=CC=C2C1)C(=O)O)CC1=CC=CC=C1)=O 2-(2-(((2-(aminomethyl)-5-chlorophenyl)amino)-2-oxoacetamido)-3-phenylpropionamido)-1H-indole-2-carboxylic acid